N,N-diethyl-2-benzothiazolesulfenamide C(C)N(SC=1SC2=C(N1)C=CC=C2)CC